4-(7-(1-methyl-2-oxo-1,2-dihydropyridin-4-yl)-9H-carbazol-3-yl)-5,6-dihydropyridine-1(2H)-carboxylic acid tert-butyl ester C(C)(C)(C)OC(=O)N1CC=C(CC1)C=1C=CC=2NC3=CC(=CC=C3C2C1)C1=CC(N(C=C1)C)=O